CC(CN1C(O[C@]2(C1)C[C@H](CCC2)CN2C=NC1=C2C=C(C=C1)C#N)=O)(C)C1=NC(=NO1)C=1C=NC=NC1 1-[((5s,7s)-3-{2-methyl-2-[3-(5-pyrimidinyl)-1,2,4-oxadiazol-5-yl]propyl}-2-oxo-1-oxa-3-azaspiro[4.5]decan-7-yl)methyl]-1H-benzimidazole-6-carbonitrile